C[C@@H]1CN(C[C@@H](C1)C)C1=NC=CC(=C1)OC1=CC(=C(C=C1)NC1=NC=NC2=CC(=C(C=C12)NC1CCN(CC1)C(C=C)=O)OC)F 1-(4-((4-((4-((2-((3S,5R)-3,5-dimethylpiperidin-1-yl)pyridin-4-yl)oxy)-2-fluorophenyl)amino)-7-methoxyquinazolin-6-yl)amino)piperidin-1-yl)prop-2-en-1-one